C(#N)C1=NC(=CC=C1)C=C cyano-6-vinylpyridine